(6aR,7R,10aS)-4-(3-fluorophenyl)-7,10a-dimethyl-8-oxo-2-(quinazolin-4-yl)-5,6,6a,7,8,10a-hexahydrobenzo[h]quinazoline-9-carbonitrile FC=1C=C(C=CC1)C1=NC(=NC=2[C@]3([C@H](CCC12)[C@H](C(C(=C3)C#N)=O)C)C)C3=NC=NC1=CC=CC=C31